(R)-N-((S)-1'-(6-chloropyrido[2,3-b]pyrazin-2-yl)-5-methoxy-1,3-dihydrospiro[inden-2,4'-piperidin]-1-yl)-2-methylpropan-2-sulfinamide ClC=1C=CC=2C(=NC=C(N2)N2CCC3(CC2)[C@@H](C2=CC=C(C=C2C3)OC)N[S@](=O)C(C)(C)C)N1